4-[5-(pyridin-4-yl)-1H-1,2,4-triazole-3-yl]pyridine-2-nitrile N1=CC=C(C=C1)C1=NC(=NN1)C1=CC(=NC=C1)C#N